N'-(2-bromo-2,2-difluoro-1-methyl-ethyl)benzoyl-hydrazine BrC(C(C)NNC(C1=CC=CC=C1)=O)(F)F